C(=O)OCCCC(CCCC)C12C(CCCC1)O2 4-epoxycyclohexyloctyl formate